The molecule is a sesquiterpene that is cyclohexane substituted at positions 1, 1, 2, and 4 by methyl, vinyl, isopropenyl and isopropylidene groups, respectively (the S,S stereoisomer). It has a role as a plant metabolite and a volatile oil component. It is a sesquiterpene, a monocyclic hydrocarbon and an olefinic compound. CC(=C1CC[C@@]([C@@H](C1)C(=C)C)(C)C=C)C